6-((1R,2S)-1'-(tert-Butoxycarbonyl)-5'-methoxy-2'-oxospiro[cyclopropane-1,3'-indoline]-2-yl)-3-((2,5-dimethoxy-4-sulfamoylphenyl)amino)-1H-indazole-1-carboxylic acid tert-butyl ester C(C)(C)(C)OC(=O)N1N=C(C2=CC=C(C=C12)[C@@H]1C[C@@]12C(N(C1=CC=C(C=C21)OC)C(=O)OC(C)(C)C)=O)NC2=C(C=C(C(=C2)OC)S(N)(=O)=O)OC